4-[2-(cyclopropylmethoxy)-5-ethylsulfonylpyridin-3-yl]-2-methylisoquinolin-1-one C1(CC1)COC1=NC=C(C=C1C1=CN(C(C2=CC=CC=C12)=O)C)S(=O)(=O)CC